2-(4-bromo-3-methyl-2-nitro-anilino)propionic acid methyl ester COC(C(C)NC1=C(C(=C(C=C1)Br)C)[N+](=O)[O-])=O